methyl 3-(4-(3-amino-2-oxopyrrolidin-1-yl)phenyl)propanoate NC1C(N(CC1)C1=CC=C(C=C1)CCC(=O)OC)=O